(R)-1-Methyl-4-((1-(2-methyl-3-(trifluoromethyl)phenyl)ethyl)amino)-6-(1-methylcyclopropyl)pyrido[3,4-d]Pyridazine-7(6H)-one CC=1C=2C(C(=NN1)N[C@H](C)C1=C(C(=CC=C1)C(F)(F)F)C)=CN(C(C2)=O)C2(CC2)C